8-(benzylamino)-1-methyl-4-oxo-3,6-diphenyl-2,3-diazaspiro[4.4]non-1,7-diene-7-carboxylic acid methyl ester COC(=O)C=1C(C2(C(N(N=C2C)C2=CC=CC=C2)=O)CC1NCC1=CC=CC=C1)C1=CC=CC=C1